tert-butyl N-[(2R)-1-[(2R)-N-benzyl-2-bromo-3-methylbutanamido]propan-2-yl]carbamate C(C1=CC=CC=C1)N(C([C@@H](C(C)C)Br)=O)C[C@@H](C)NC(OC(C)(C)C)=O